1,6-nonanediol C(CCCCC(CCC)O)O